methyltetrahydrospiro[cyclopropane-1,1'-pyrrolizin] CC1C2(C3=CCCN3C1)CC2